7-bromo-6-methyl-benzofuran BrC1=C(C=CC=2C=COC21)C